5-methyl-N-(3-(3,3,3-trifluoro-2-hydroxyl-2-methylpropyl)-1,2,4-thiadiazol-5-yl)-4-(3-(Trifluoromethyl)phenyl)furan-2-carboxamide CC1=C(C=C(O1)C(=O)NC1=NC(=NS1)CC(C(F)(F)F)(C)O)C1=CC(=CC=C1)C(F)(F)F